COC1=CC=C(C=NN2C(=NN=C2C)S)C=C1 4-((4-methoxybenzylidene)amino)-5-methyl-4H-1,2,4-triazole-3-thiol